C1N(CC12OCCCC2)C=2OC1=C(N2)C=C(C=C1)NC(=O)C=1C=CC2=C(CCO2)C1 2,3-dihydro-benzofuran-5-carboxylic acid [2-(5-oxa-2-aza-spiro[3.5]non-2-yl)-benzooxazol-5-yl]-amide